C(C)(C)(C)OC(=O)N1[C@@H](CCC1)C(=O)N1CCN(CC1)CC(CC)(F)CC (S)-2-(4-(2-ethyl-2-fluorobutyl)piperazine-1-carbonyl)pyrrolidine-1-carboxylic acid tert-butyl ester